2-Amino-4-(6-chloro-8-fluoro-4-(3-fluoroazepan-1-yl)-2-(((2R,7aS)-2-fluorotetrahydro-1H-pyrrolizin-7a(5H)-yl)methoxy)quinazolin-7-yl)-7-fluorobenzo[b]thiophene-3-carbonitrile NC1=C(C2=C(S1)C(=CC=C2C2=C(C=C1C(=NC(=NC1=C2F)OC[C@]21CCCN1C[C@@H](C2)F)N2CC(CCCC2)F)Cl)F)C#N